rac-(1R,2R)-2-(1,1-difluoroethyl)cyclopropan-1-amine hydrochloride Cl.FC(C)(F)[C@H]1[C@@H](C1)N |r|